FC(COC1=C(C=CC=C1)C=1C(C(=CN(N1)C(F)F)C(=O)O)=O)F 6-[2-(2,2-difluoroethoxy)phenyl]-2-(difluoromethyl)-5-oxo-2,5-dihydropyridazine-4-carboxylic Acid